N-(1-(3,4-dichlorophenyl)-2-(dimethylamino)ethyl)-4-methylbenzenesulfonamide ClC=1C=C(C=CC1Cl)C(CN(C)C)NS(=O)(=O)C1=CC=C(C=C1)C